C(C)(C)(C)OC(CN1CCN(CC1)C1=NC=C(C=N1)Br)=O 2-(4-(5-Bromopyrimidin-2-yl)piperazin-1-yl)acetic acid tert-butyl ester